FC=1C=C(C(=NC1)C1(C=C(C(C(C1)(C)C)=O)C#N)OC)C=1C=NC=C(C1)F 3-[5-fluoro-3-(5-fluoro-3-pyridyl)-2-pyridyl]-3-methoxy-5,5-dimethyl-6-oxo-cyclohexene-1-carbonitrile